[C-]1(C=CC=C1)C=1N=NOC1.[CH-]1C=CC=C1.[Fe+2] ferrocenyl-oxadiazole